C(C)(C)C=1C=C(C=CC1)C=1C=C2C(=CNC2=CC1)NC(=O)NC1=CC=C(C=C1)C(F)(F)F 1-(5-(3-isopropylphenyl)-1H-indol-3-yl)-3-(4-(trifluoromethyl)phenyl)urea